FC1=C(C#N)C(=CC=C1N1C[C@@H](OCC1)CO)[N+](=O)[O-] (R)-2-fluoro-3-(2-(hydroxymethyl)morpholino)-6-nitrobenzonitrile